methyl (S)-2,3,4,9-tetrahydro-1H-pyrido[3,4-b]indole-3-carboxylate hydrochloride Cl.C1N[C@@H](CC2=C1NC1=CC=CC=C21)C(=O)OC